N,N-dimethyl-1-(nonyloxy)-3-[(9Z,12Z)-octadeca-9,12-dien-1-yl-oxy]propan-2-amine CN(C(COCCCCCCCCC)COCCCCCCCC\C=C/C\C=C/CCCCC)C